C(C)C(CCCCC)C1=C(C=CC=C1)C(=C(C(=O)[O-])C#N)C1=CC=CC=C1 Ethylhexyl-2-cyano-3,3-diphenyl-acrylat